[Cr].C1(CCCC1)(Cl)Cl cyclopentanediyl dichloride chromium